2-[2-(aminomethyl)-3,3-difluoro-allyl]-4-[3-(1,3-benzodioxol-5-yl)phenyl]-1,2,4-triazol-3-one NCC(CN1N=CN(C1=O)C1=CC(=CC=C1)C1=CC2=C(OCO2)C=C1)=C(F)F